FC=1C=C(C=CC1)[C@H]([C@H](C(C)C)NC(C(C)=O)=O)OC=1C=C2C=NN(C2=CC1)C1=CN(C(C=C1)=O)C N-((1R,2S)-1-(3-fluorophenyl)-3-methyl-1-((1-(1-methyl-6-oxo-1,6-dihydropyridin-3-yl)-1H-indazol-5-yl)oxy)butan-2-yl)-2-oxopropanamide